(2R)-2-(4-(8-methoxy-4-oxo-2-(trifluoromethyl)-4H-pyrido[1,2-a]pyrimidin-3-yl)phenoxy)propanenitrile COC1=CC=2N(C(C(=C(N2)C(F)(F)F)C2=CC=C(O[C@@H](C#N)C)C=C2)=O)C=C1